COC1=CC=C(C=C1)C(C(=O)NC1=CC=C(C=C1)[Si](C)(C)C)NC(CC=1C=NC=CC1)=O 2-(4-methoxyphenyl)-2-((pyridin-3-ylacetyl)amino)-N-(4-(trimethylsilyl)phenyl)acetamide